N(=[N+]=[N-])CCNC(C1=CC(=C(C(=C1)OCCCCCCCC)OCCCCCCCC)OCCCCCCCC)=O N-(2-azidoethyl)-3,4,5-tris(octyloxy)benzamide